C(CCCCCCCCCCC)C=1[N+](=C(NC1)CCO)CC(=O)O laurylcarboxymethylhydroxyethyl-imidazolium